CC1(CCC(CC1)(O)C=C)C 4,4-dimethyl-1-vinyl-cyclohexane-1-ol